3-(6-chloro-5-(2'-(sulfooxy)-[1,1'-biphenyl]-4-yl)-1H-indazol-3-yl)propanoic acid ClC1=C(C=C2C(=NNC2=C1)CCC(=O)O)C1=CC=C(C=C1)C1=C(C=CC=C1)OS(=O)(=O)O